C(C)N1N=C(C(=C1)C1=NC(=NC=C1)NC1=CC(=C(C(=C1)F)N1CCN(CC1)C(=O)OC(C)(C)C)F)C=1C=NC=CC1 tert-Butyl 4-(4-((4-(1-ethyl-3-(pyridin-3-yl)-1H-pyrazol-4-yl)pyrimidin-2-yl)amino)-2,6-difluorophenyl)piperazine-1-carboxylate